C(C)(C)(C)N1N(NC2=C1C=CC=C2)OCC(CCCC)CC 3-tert-butyl-2-(2-ethylhexyloxy)-2H-benzotriazole